2,6-di-tertiary butyl-4-methoxyl-phenol C(C)(C)(C)C1=C(C(=CC(=C1)OC)C(C)(C)C)O